9-cyclohexyl-7-methyl-2-((7-methyl-[1,2,4]triazolo[1,5-a]pyridin-6-yl)amino)-7,9-dihydro-8H-purin-8-one C1(CCCCC1)N1C2=NC(=NC=C2N(C1=O)C)NC=1C(=CC=2N(C1)N=CN2)C